FC1(CC(C1)CN[C@@H]1[C@H](CCCC1)N(C=1C=C2CN(C(C2=CC1)=O)C1C(NC(CC1)=O)=O)C)F 3-(5-(((1S,2S)-2-(((3,3-Difluorocyclobutyl)methyl)amino)cyclohexyl)(methyl)amino)-1-oxoisoindolin-2-yl)piperidin-2,6-dion